FC(C1CC(C1)CC(=O)N)(F)F (3-(trifluoromethyl)cyclobutyl)acetamide